5,7-dibutylnorbornene C(CCC)C1C2C=CC(C1)C2CCCC